allyl-3-propyl-succinic anhydride C(C=C)C1C(=O)OC(C1CCC)=O